5-acetoxy-N,N-dimethyltryptamine C(C)(=O)OC1=CC=C2NC=C(CCN(C)C)C2=C1